FC(OC1=C(C=CC(=C1F)F)[C@@H]1[C@H](O[C@@]([C@@H]1C)(C(F)(F)F)C)C(=O)NC1=CC(=NC=C1C)C(=O)N)F 4-((2S,3R,4R,5S)-3-(2-(difluoromethoxy)-3,4-difluorophenyl)-4,5-dimethyl-5-(trifluoromethyl)tetrahydrofuran-2-carboxamido)-5-methylpicolinamide